3-(6-methyl-1-oxo-5-(trifluoromethoxy)isoindolin-2-yl)piperidine-2,6-dione CC1=C(C=C2CN(C(C2=C1)=O)C1C(NC(CC1)=O)=O)OC(F)(F)F